(3-(2-bromobenzyl)-5-fluoro-2-methylphenyl)-N-ethyl-N-methyl-formamidine BrC1=C(CC=2C(=C(C=C(C2)F)C(=N)N(C)CC)C)C=CC=C1